(3R)-4-{5-fluoro-2-[1-fluoro-3-methyl-6-(1-{4-methyl-1-[(2S)-4-methylmorpholin-2-yl]pentan-3-yl}azetidin-3-yl)imidazo[1,5-a]pyridin-8-yl]benzoyl}-3-methylmorpholine FC=1C=CC(=C(C(=O)N2[C@@H](COCC2)C)C1)C=1C=2N(C=C(C1)C1CN(C1)C(CC[C@H]1CN(CCO1)C)C(C)C)C(=NC2F)C